NC=1C2=C(N=CN1)N(C(=C2C(=O)NC2=CC=C(C=C2)COC)C#CCC(C)(C)O)C2(CC2)C 4-amino-6-(4-hydroxy-4-methylpent-1-yn-1-yl)-N-[4-(methoxymethyl)phenyl]-7-(1-methylcyclopropyl)-7H-pyrrolo[2,3-d]pyrimidine-5-carboxamide